N1N=NC2=C1C=CC(=C2)NC2(N=C1N(C=C(N=C1C(N2)=O)C)C2CCCC2)N 2-((1H-benzo[d][1,2,3]triazol-5-yl)amino)-8-cyclopentyl-6-methylpterin